C(C)(C)(C)OC(=O)NC=1C=CC(=C(C1)NC(=O)C1=CC=C(C(=O)OCC)C=C1)OC ethyl 4-((5-((tert-butoxycarbonyl)amino)-2-methoxyphenyl)carbamoyl)benzoate